(S)-2-(5-((6-((2-((tert-Butoxycarbonyl)imino)-3-methyl-2,3-dihydro-1H-imidazol-1-yl)methyl)-8-(4-fluoro-2-methylphenyl)-4-oxochroman-3-yl)methyl)-2-fluorophenoxy)acetic acid C(C)(C)(C)OC(=O)N=C1N(C=CN1C)CC=1C=C2C([C@H](COC2=C(C1)C1=C(C=C(C=C1)F)C)CC=1C=CC(=C(OCC(=O)O)C1)F)=O